3-{[(2S)-1,4-dioxan-2-yl]methoxylpyridin-4-yl}-6-methyl-1,5,6,7-tetrahydro-4H-pyrrolo[3,2-c]pyridin-4-one O1[C@@H](COCC1)COC1=NC=CC(=C1)C1=CNC2=C1C(NC(C2)C)=O